FC1(CCC(CC1)[C@@H](C=1OC2=C(N1)C=C(C=C2F)[C@H](COC)N2C(N[C@@H](C2)C(F)(F)F)=O)NC(OCC2=CC=CC=C2)=O)F benzyl ((S)-(4,4-difluorocyclohexyl)(7-fluoro-5-((R)-2-methoxy-1-((S)-2-oxo-4-(trifluoromethyl)imidazolidin-1-yl)ethyl)benzo[d]oxazol-2-yl)methyl)-carbamate